3-[5,6-dimethyl-4-(2-piperazin-1-ylethoxy)-2-[4-(trifluoromethyl)anilino]-3-pyridyl]-4H-1,2,4-oxadiazol-5-one CC=1C(=C(C(=NC1C)NC1=CC=C(C=C1)C(F)(F)F)C1=NOC(N1)=O)OCCN1CCNCC1